CC1(CC1)NC(OC1CC(C1)C=1C=NC(=NC1)NC1=C(C=C(C=C1)S(NC(C)C)(=O)=O)F)=O 3-(2-((2-fluoro-4-(N-isopropyl sulfamoyl)phenyl)amino)pyrimidin-5-yl)cyclobutyl (1-methylcyclopropyl)carbamate